C(=O)(O)[C@H](CCC1=CC2=C(S1)C=C(C(=C2F)OCCCOC2=CC1=C(SC(=C1)C(C[C@@H](C(=O)O)C)=O)C=C2O)OC)C (S)-4-(5-(3-((2-((S)-3-carboxybutyl)-4-fluoro-6-methoxybenzo[b]thiophen-5-yl)oxy)propoxy)-6-hydroxybenzo[b]thiophen-2-yl)-2-methyl-4-oxobutanoic acid